FC(OC1=NC(=CC=C1NC(=O)C1(CC(C1)S(N)(=O)=O)C1=C(C=CC=C1)C(C)C)C)F N-(2-(difluoromethoxy)-6-methylpyridin-3-yl)-1-(2-isopropylphenyl)-3-sulfamoylcyclobutane-1-carboxamide